(4aR,8aS)-6-[3-methyl-4-[[5-methyl-6-(trifluoromethyl)-3-pyridyl]oxymethyl]piperidine-1-carbonyl]-4,4a,5,7,8,8a-hexahydropyrido[4,3-b][1,4]oxazin-3-one CC1CN(CCC1COC=1C=NC(=C(C1)C)C(F)(F)F)C(=O)N1C[C@@H]2[C@@H](OCC(N2)=O)CC1